trimethoxy-4-(1-pyrrolidinyl)butyrophenone hydrochloride Cl.COC(C(C(=O)C1=CC=CC=C1)(OC)OC)CN1CCCC1